OC[C@H](C)NC(O[C@@H]1CC[C@H](CC1)C(N(C[C@@H]1CC[C@H](CC1)C1=NC(=C(C=C1)OC)C)C1=NC=CC(=C1)C=1N=C(OC1)C1CC1)=O)=O trans-4-((4-(2-Cyclopropyloxazol-4-yl)pyridin-2-yl)-((trans-4-(5-meth-oxy-6-methylpyridin-2-yl)cyclohexyl)-methyl)carbamoyl)-cyclohexyl ((S)-1-hydroxypropan-2-yl)carbamate